ClC1=CC(=C(COC2=CC=CC(=N2)C2CCN(CC2)CC2=NC3=C(N2C)C=CC=C3O[C@H](C)F)C=C1)F (S)-2-((4-(6-((4-chloro-2-fluorobenzyl)oxy)pyridin-2-yl)piperidin-1-yl)methyl)-4-(1-fluoroethoxy)-1-methyl-1H-benzo[d]imidazole